(S)-4-(3-(4-fluorophenyl)-1-methyl-4-(pyridin-4-yl)-1H-pyrazol-5-yl)dihydrofuran-2(3H)-one FC1=CC=C(C=C1)C1=NN(C(=C1C1=CC=NC=C1)[C@@H]1CC(OC1)=O)C